8-(4-fluorophenyl)-7-(morpholin-2-yl)-2-(prop-2-yn-1-ylsulfanyl)-3H-pyrazolo[1,5-a][1,3,5]triazin-4-one FC1=CC=C(C=C1)C=1C(=NN2C1N=C(NC2=O)SCC#C)C2CNCCO2